C(CC=C)N1C=NC2=CC=C(C=C2C1=O)Cl 3-(but-3-enyl)-6-chloroquinazolin-4(3H)-one